z-[1-(4-(N-((4-methyl-piperazin-1-yl)-methylcarbonyl)-N-methyl-amino)-anilino)-1-phenyl-methylene]-2-oxo-2,3-dihydro-1H-indole-6-carboxylic acid methyl ester COC(=O)C1=CC=C2/C(/C(NC2=C1)=O)=C(\C1=CC=CC=C1)/NC1=CC=C(C=C1)N(C)C(=O)CN1CCN(CC1)C